(S)-methyl 4-((diphenylmethylene)amino)-5-fluoro-2-((1,1,1-trifluoropropan-2-yl)oxy)benzoate C1(=CC=CC=C1)C(C1=CC=CC=C1)=NC1=CC(=C(C(=O)OC)C=C1F)O[C@H](C(F)(F)F)C